6-dibutylaminofluorene C(CCC)N(C=1C=C2C=3C=CC=CC3CC2=CC1)CCCC